Acetylphosphonic acid C(C)(=O)P(O)(O)=O